isopropoxynicotinaldehyde C(C)(C)OC1=C(C=O)C=CC=N1